C(=O)(O)CN(CCN([C@@H](CCCCN)C(=O)O)CCN(CC(=O)O)CC(=O)O)CC(=O)O N,N-bis[2-[bis(carboxymethyl)amino]-ethyl]-L-lysine